(2S)-1-[(tert-Butyldimethylsilyl)oxy]dodecane-2-ol [Si](C)(C)(C(C)(C)C)OC[C@H](CCCCCCCCCC)O